CS(=O)(=O)[C@H](C)C1=CC=C(C=C1)NC(=O)NCC1=CC=C(C=C1)OC N-{4-[(1R)-1-(methylsulfonyl)ethyl]phenyl}{[(4-methoxyphenyl)methyl]amino}carboxamide